2-(4-vinyl-1H-pyrazol-1-yl)acetonitrile C(=C)C=1C=NN(C1)CC#N